N[C@@H]1CC[C@H](CC1)NC(=O)C=1SC=2N=CC=C3N(C(NC1C23)=O)C2=CC=C(C=C2)OC2=CC=CC=C2 N-(trans-(1R,4R)-4-Aminocyclohexyl)-4-oxo-5-(4-phenoxyphenyl)-4,5-dihydro-3H-1-thia-3,5,8-triazaacenaphthylene-2-carboxamide